Ethyl 7-methoxy-4-((4-sulfamoylbenzyl)amino)-1,8-naphthyridine-3-carboxylate COC1=CC=C2C(=C(C=NC2=N1)C(=O)OCC)NCC1=CC=C(C=C1)S(N)(=O)=O